C(C)OC(N(C1=NOC(C1)(C(F)(F)F)C1=CC(=C(C(=C1)Cl)F)Cl)C1=CC(=C(C=C1)F)CNC(=O)OC(C)(C)C)=O (3-(((tert-butoxycarbonyl)amino)methyl)-4-fluorophenyl)(5-(3,5-dichloro-4-fluorophenyl)-5-(trifluoromethyl)-4,5-dihydroisoxazol-3-yl)carbamic acid ethyl ester